3-(3-ethyl-4-oxo-spiro[6,8-dihydro-5H-pyrazolo[4,3-c]azepine-7,4'-tetrahydropyran]-1-yl)propyl isothiazole-3-carboxylate S1N=C(C=C1)C(=O)OCCCN1N=C(C=2C(NCC3(CCOCC3)CC21)=O)CC